NC=1C=C(C=C(C1C)F)C1=NC=C(C(=N1)N1CC(CC1)CNC(OC(C)(C)C)=O)CNC(=O)C1(CC1)C#N tert-butyl N-[[1-[2-(3-amino-5-fluoro-4-methyl-phenyl)-5-[[(1-cyanocyclopropanecarbonyl)amino]-methyl]pyrimidin-4-yl]pyrrolidin-3-yl]methyl]carbamate